C1(CC1)C1=CC=C2N=C(C(N(C2=C1)C1=CC=C(C=C1)OC(F)F)=O)C=1C=CC=2N(C1)C=CN2 7-cyclopropyl-1-(4-(difluoromethoxy)phenyl)-3-(imidazo[1,2-a]pyridin-6-yl)-2(1H)-quinoxalinone